(2R,4S)-4-(3-(1H-pyrazol-1-yl)phenyl)-N-((S)-1-(((6-amino-2-methylpyridin-3-yl)methyl)amino)-1-oxopropan-2-yl)piperidine-2-carboxamide dihydrochloride Cl.Cl.N1(N=CC=C1)C=1C=C(C=CC1)[C@@H]1C[C@@H](NCC1)C(=O)N[C@H](C(=O)NCC=1C(=NC(=CC1)N)C)C